4-(tert-butyl)-1-vinylcyclohexan-1-ol C(C)(C)(C)C1CCC(CC1)(O)C=C